3-[(2-chlorophenyl)sulfonyl]-1-(1,3-dihydro-2H-isoindol-2-yl)propan-1-one ClC1=C(C=CC=C1)S(=O)(=O)CCC(=O)N1CC2=CC=CC=C2C1